(4-hydroxyazepan-1-yl)methanone OC1CCN(CCC1)C=O